6-({3-[5-(1,3-dioxolan-2-yl)pyridin-2-yl]phenyl}amino)-8-{[(4-methoxyphenyl)methyl](methyl)amino}imidazo[1,2-b]pyridazine-3-carboxylic acid potassium [K].O1C(OCC1)C=1C=CC(=NC1)C=1C=C(C=CC1)NC=1C=C(C=2N(N1)C(=CN2)C(=O)O)N(C)CC2=CC=C(C=C2)OC